n-octadecylsilane CCCCCCCCCCCCCCCCCC[Si]